diphenyldiphenylsilaneOne C1(=CC=CC=C1)C=1C(=C(C=CC1)[Si](=O)C1=CC=CC=C1)C1=CC=CC=C1